CC1=CC=CNC1=O 5-methyl-6-oxo-1,6-dihydropyridine